C(C)(C)(C)OC(=O)N1CCC(CC1)NC1=CC=C(C=C1)Cl.BrC1=C(C=CC(=C1)Cl)N1CCOCC1 4-(2-bromo-4-chlorophenyl)morpholine tert-butyl-4-(4-chloroanilino)piperidine-1-carboxylate